6-chloro-3-(1-(difluoromethyl)-1H-pyrazol-4-yl)-N-((4-fluoro-1H-benzo[d]imidazol-2-yl)methyl)imidazo[1,2-b]pyridazin-8-amine ClC=1C=C(C=2N(N1)C(=CN2)C=2C=NN(C2)C(F)F)NCC2=NC1=C(N2)C=CC=C1F